ClC=1C(=C(C(=CC1Cl)Cl)OC(C(=O)OC1=C(C(=C(C=C1Cl)Cl)Cl)C(=O)OCCC(C)C)=O)C(=O)OCCC(C)C bis{3,4,6-trichloro-2-[(3-methylbutoxy) carbonyl] phenyl}oxalate